Cl.FC(SC1=CC=C(C=C1)C=1CCCC2=C(C1C1=CC=C(C=C1)CC1CN(C1)CCCF)C=CC(=C2)C(=O)O)F 8-(4-((difluoromethyl)thio)phenyl)-9-(4-((1-(3-fluoropropyl)azetidin-3-yl)methyl)phenyl)-6,7-dihydro-5H-benzo[7]annulene-3-carboxylic acid hydrochloride